ClCC(=O)NCCCNC1=NC=CC(=N1)NC1CCN(CC1)C1CCCCC1 2-chloro-N-(3-((4-((1-cyclohexylpiperidin-4-yl)amino)pyrimidin-2-yl)amino)propyl)acetamide